COC(C1=C(C=C(C=C1)C(C)(C)C)Br)=O 2-bromo-4-tert-butyl-benzoic acid methyl ester